Benzyl (2-oxo-1-(thiazol-2-yl)-1,2-dihydropyridin-3-yl)carbamate O=C1N(C=CC=C1NC(OCC1=CC=CC=C1)=O)C=1SC=CN1